rac-(1S,2S,4S)-4-amino-2-methylcyclohexan-1-ol N[C@@H]1C[C@@H]([C@H](CC1)O)C |r|